(2-chloro-4-(trifluoromethyl)phenyl)boronic acid ClC1=C(C=CC(=C1)C(F)(F)F)B(O)O